5,7-dihydro-6H-pyrrolo[3,4-d]Pyrimidine-6-yl ketone N1=CN=CC2=C1CN(C2)C(=O)N2CC=1N=CN=CC1C2